(1-(pyridin-2-ylethynyl)-3-azabicyclo[3.1.0]hexan-3-yl)(pyrrolidin-1-yl)methanone N1=C(C=CC=C1)C#CC12CN(CC2C1)C(=O)N1CCCC1